COCC12CCC(CC1)N2C(=O)OC(C)(C)C tert-Butyl 1-(methoxymethyl)-7-azabicyclo[2.2.1]heptane-7-carboxylate